CC=1C=C(C=CC1)N(C1=CC=C(C=C1)C=1C(=C(C=CC1NC1=CC=CC=C1)C1=CC=C(C=C1)NC1=CC=CC=C1)C1=CC=C(C=C1)N(C1=CC(=CC=C1)C)C1=CC(=CC=C1)C)C1=CC(=CC=C1)C bis[4-(di(3-methylphenyl)amino)phenyl]-N,N'-diphenyl-[1,1'-biphenyl]-4,4'-diamine